3-(4-chlorophenyl)-N-((4-cyanophenyl)sulfonyl)-4-phenyl-5,6-dihydropyridazine ClC1=CC=C(C=C1)C=1NN(CCC1C1=CC=CC=C1)S(=O)(=O)C1=CC=C(C=C1)C#N